(R)-2-methoxy-4-(piperidin-3-ylmethyl)pyridine COC1=NC=CC(=C1)C[C@@H]1CNCCC1